FC1=C(C(=O)N2C3=C(OCC2)C(=CN=C3)C3=CC=C(C#N)C=C3)C=CC=C1 4-(4-(2-fluorobenzoyl)-3,4-dihydro-2H-pyrido[4,3-b][1,4]oxazin-8-yl)Benzonitrile